C(C1=CC=CC=C1)(=S)SC(C1=CC=CC=C1)C#N α-cyanobenzyl dithiobenzoate